(R)-3-hydroxy-1-methyl-3-(3-(3-(pyrrolo[1,2-b]pyridazin-5-yl)phenyl)isoxazol-5-yl)pyrrolidin-2-one O[C@@]1(C(N(CC1)C)=O)C1=CC(=NO1)C1=CC(=CC=C1)C=1C=CN2N=CC=CC21